BrC1=C(C(=O)NNC(CCCNC2CCC(CC2)(F)F)=O)C=C(C=C1)C 2-Bromo-N'-(4-((4,4-difluorocyclohexyl)amino)butanoyl)-5-methylbenzohydrazide